1,2,3-thiadiazolecarbonitrile tert-butyl-2-[3-[[5-[(3-methoxy-2,6-dimethyl-phenyl)carbamoyl]thiazol-2-yl]amino]pyrazol-1-yl]butanoate C(C)(C)(C)OC(C(CC)N1N=C(C=C1)NC=1SC(=CN1)C(NC1=C(C(=CC=C1C)OC)C)=O)=O.S1N=NC(=C1)C#N